COC(C1=C(C=CC=C1C=1C=CC=C2C=NC(=NC12)NC1=CC=C(C=C1)N1CCN(CC1)C)NC(C=C)=O)=O 2-acrylamido-6-(2-((4-(4-methylpiperazin-1-yl)phenyl)amino)quinazolin-8-yl)-benzoic acid methyl ester